C12CNCC(CC1)N2C2=NC=1CCN(CC1C=C2)C(=O)C2=C(C=CC=C2)OC (2-(3,8-diazabicyclo[3.2.1]oct-8-yl)-7,8-dihydro-1,6-naphthyridin-6(5H)-yl)(2-methoxyphenyl)methanone